N-{4-[7-Chloro-3-(pyridin-2-yl)-1H-pyrrolo[3,2-b]pyridin-2-yl]pyridin-2-yl}-4,4-difluoro-2-(4-fluorophenyl)butanamid ClC1=C2C(=NC=C1)C(=C(N2)C2=CC(=NC=C2)NC(C(CC(F)F)C2=CC=C(C=C2)F)=O)C2=NC=CC=C2